2-(5-(2-((tert-butoxycarbonyl)(2-((2-Nitrophenyl)amino)ethyl)amino)ethoxy)-1-methyl-1H-pyrazol-4-yl)-6-methylisonicotinic acid methyl ester COC(C1=CC(=NC(=C1)C)C=1C=NN(C1OCCN(CCNC1=C(C=CC=C1)[N+](=O)[O-])C(=O)OC(C)(C)C)C)=O